methyl (1S*,3R*)-3-(aminomethyl)-2,2-difluorocyclopropane-1-carboxylate hydrochloride Cl.NC[C@@H]1C([C@@H]1C(=O)OC)(F)F |o1:3,5|